ClC1=CC=C(C=C1)C1=CN=C(O1)S(=O)(=O)CC 5-(4-chlorophenyl)-2-(ethylsulfonyl)oxazole